S1C(=CC=C1)CNC=O N-(thiophen-2-ylmethyl)formamide